C(C(O)C)(=O)[O-].[Li+] lithium DL-lactate